Cl.NCCNS(=O)(=O)C1=CC(=CC=C1)F N-(2-aminoethyl)-3-fluorobenzene-1-sulfonylamine hydrochloride